C(N)(=O)C1=C(C=CC=C1)C=1C=C(C=C2CN(CC12)C#N)C1N(CCCC1C(=O)N)C (7-(2-carbamoylphenyl)-2-cyanoisoindolin-5-yl)-1-methylpiperidine-3-carboxamide